4-((1H-Indazol-5-yl)ethynyl)-N-((6-fluoropyridin-3-yl)methyl)-[2,4'-bipyrimidin]-2'-amine N1N=CC2=CC(=CC=C12)C#CC1=NC(=NC=C1)C1=NC(=NC=C1)NCC=1C=NC(=CC1)F